OC1C(OCCC1)(C(=O)O)O dihydroxyoxane-2-carboxylic acid